1-methyl-cyclopropane-1-carboxylic acid CC1(CC1)C(=O)O